ClC1=C2C=CC=C(C2=CC=C1)C(=O)N[C@@H]1CCO[C@]12O[C@@H]([C@@H]([C@@H]([C@H]2O)N2N=NC(=C2)C2=CC(=C(C(=C2)F)F)F)O)CO 5-chloro-N-((4r,5s,7r,8r,9s,10r)-8,10-dihydroxy-7-(hydroxymethyl)-9-(4-(3,4,5-trifluorophenyl)-1H-1,2,3-triazol-1-yl)-1,6-dioxaspiro[4.5]dec-4-yl)-1-naphthamide